C(C)C=1C(N(C(NC1)=O)[C@@H]1O[C@@H]([C@H](C1)O)CO)=O 5-Ethyl-3-((2R,4S,5R)-4-hydroxy-5-(hydroxymethyl)tetrahydrofuran-2-yl)pyrimidine-2,4(1H,3H)-dione